BrC1=C(OC[C@H](C)N)C(=CC=C1)Br (S)-1-(2,6-Dibromophenoxy)propan-2-amine